2-(7-((2S,5R)-2,5-diethyl-4-(1-(1-isopropyl-1H-benzo[d]imidazol-2-yl)ethyl)piperazin-1-yl)-4-methyl-5-oxo-4,5-dihydro-2H-pyrazolo[4,3-b]pyridin-2-yl)acetonitrile C(C)[C@@H]1N(C[C@H](N(C1)C(C)C1=NC2=C(N1C(C)C)C=CC=C2)CC)C=2C=1C(N(C(C2)=O)C)=CN(N1)CC#N